COC1=C(C=CC(=C1)OC)CN(S(=O)(=O)C1=C(C=C(C=C1F)N1CC(CCC1)(CCC1=CC(=CC=C1)C(F)(F)F)N(C1COCC1)C)F)C1=NC=NC=C1 N-[(2,4-Dimethoxyphenyl)methyl]-2,6-difluoro-4-[3-[methyl(tetrahydrofuran-3-yl)amino]-3-[2-[3-(trifluoromethyl)phenyl]ethyl]-1-piperidyl]-N-pyrimidin-4-yl-benzenesulfonamide